(rac)-ethyl 7-{5-ethyl-3-[1-hydroxy-3-(morpholin-4-yl)propyl]-1-methyl-1H-pyrazol-4-yl}-6-fluoro-3-[3-(naphthalen-1-yloxy)propyl]-1H-indole-2-carboxylate C(C)C1=C(C(=NN1C)[C@@H](CCN1CCOCC1)O)C=1C(=CC=C2C(=C(NC12)C(=O)OCC)CCCOC1=CC=CC2=CC=CC=C12)F |r|